5-[3-acetyl-6-[5-[(6-methylpyridazin-3-yl)amino]benzimidazol-1-yl]-2-pyridyl]-1-methyl-pyrazole-4-carbonitrile C(C)(=O)C=1C(=NC(=CC1)N1C=NC2=C1C=CC(=C2)NC=2N=NC(=CC2)C)C2=C(C=NN2C)C#N